8-(chloromethyl)-1-methyl-7,8-dihydro-6H-thieno[3,2-e]indol ClCC1CNC2=CC=C3C(=C12)C(=CS3)C